C(CCCCCCC\C=C/CCCCCCCC)(=O)O[C@@H](COC(CCCCCCC\C=C/CCCCCCCC)=O)[C@@H](OC(CCCCCCC\C=C/CCCCCCCC)=O)[C@H](OC(CCCCCCC\C=C/CCCCCCCC)=O)COC(CCCCCCC\C=C/CCCCCCCC)=O xylitol pentaoleate